C(C)C=1C=C(C(=NC1OC)CCNC(OC(C)(C)C)=O)OC tert-butyl (2-(5-ethyl-3,6-dimethoxypyridin-2-yl)ethyl)carbamate